FC=1C=C(C=NC1C)[C@H](CC=C)N[S@](=O)C(C)(C)C (R)-N-((S)-1-(5-fluoro-6-methylpyridin-3-yl)but-3-en-1-yl)-2-methylpropane-2-sulfinamide